methyl-2-(trifluoromethyl)furan-3-sulfonyl chloride CC=1C(=C(OC1)C(F)(F)F)S(=O)(=O)Cl